4-(6-((benzhydryl)amino)-4-methoxypyridin-3-yl)piperazine-1-carboxylic acid tert-butyl ester C(C)(C)(C)OC(=O)N1CCN(CC1)C=1C=NC(=CC1OC)NC(C1=CC=CC=C1)C1=CC=CC=C1